C(C)(C)OC1=CC(=NC(=C1)S(=O)(=O)C)NC1=CC(=NC=C1C1=NN(C=C1)C)NC(C)=O N-(4-((4-isopropoxy-6-(methylsulfonyl)pyridin-2-yl)amino)-5-(1-methyl-1H-pyrazol-3-yl)pyridin-2-yl)acetamide